2-[2-(2-tert-butoxypropoxy)propoxy]-2-methyl-propane C(C)(C)(C)OC(COC(COC(C)(C)C)C)C